(5R,8S)-N-(2,4-difluoro-benzyl)-8-hydroxy-5,6,7,8-tetrahydroquinoline-5-carboxamide FC1=C(CNC(=O)[C@H]2C=3C=CC=NC3[C@H](CC2)O)C=CC(=C1)F